1-(cis-3-methoxycyclobutyl)-3-methyl-1H-imidazo[4,5-c]cinnolin-2(3H)-one CO[C@H]1C[C@H](C1)N1C(N(C=2N=NC=3C=CC=CC3C21)C)=O